5-(N-(4-(3-((7-amino-2-(furan-2-yl)-[1,2,4]triazolo[1,5-a][1,3,5]triazin-5-yl)oxy)propyl)phenyl)sulfamoyl)-3-chloro-2-hydroxybenzamide NC1=NC(=NC=2N1N=C(N2)C=2OC=CC2)OCCCC2=CC=C(C=C2)NS(=O)(=O)C=2C=C(C(=C(C(=O)N)C2)O)Cl